(R)-1-benzyl-isoquinoline C(C1=CC=CC=C1)C1=NC=CC2=CC=CC=C12